1,3-diamino-2-propyl-t-butyl ether NCC(CN)CC(C)(C)OC(CC(CN)CN)(C)C